5-methyl-6-(2-(2-(trifluoromethyl)pyrimidin-5-yl)-2,8-diazaspiro[4.5]decan-8-yl)-1,5-dihydro-4H-pyrazolo[3,4-d]pyrimidin-4-one CN1C(=NC2=C(C1=O)C=NN2)N2CCC1(CCN(C1)C=1C=NC(=NC1)C(F)(F)F)CC2